3,3'-di(9H-Carbazol-9-yl)-1,1'-biphenyl C1=CC=CC=2C3=CC=CC=C3N(C12)C=1C=C(C=CC1)C1=CC(=CC=C1)N1C2=CC=CC=C2C=2C=CC=CC12